(S)-5-bromo-N-(3-chloro-2-hydroxypropyl)thiophen-2-formamide BrC1=CC=C(S1)C(=O)NC[C@@H](CCl)O